N[C@@H]1CCCCC2=C1C=CC(=C2F)O (R)-5-amino-1-fluoro-6,7,8,9-tetrahydro-5H-benzo[7]annulen-2-ol